N-(2-aminoethyl)-2-bromo-2-methyl-propionamide hydrochloride Cl.NCCNC(C(C)(C)Br)=O